6-(2,6-dihydroxybenzylamino)-9-β-D-arabinofuranosylpurine OC1=C(CNC2=C3N=CN(C3=NC=N2)[C@H]2[C@@H](O)[C@H](O)[C@H](O2)CO)C(=CC=C1)O